C[C@@H]1O[C@@H](CN(C1)C1=CC=CC(=N1)C=1N=C(SC1)NC(=O)[C@H]1N(CC1)C(=O)C1=NN(C=C1)C)C (S)-N-(4-(6-((2S,6R)-2,6-dimethylmorpholino)pyridin-2-yl)thiazol-2-yl)-1-(1-methyl-1H-pyrazole-3-carbonyl)azetidine-2-carboxamide